1,3-dihydroisoquinolin-4-one C1NCC(C2=CC=CC=C12)=O